C1(=CC=CC=2C=CC=3C=C4C=CC=CC4=CC3C21)C#N benzenoanthracene-1-carbonitril